1,3-dimethyl-4-aminopyrazole CN1N=C(C(=C1)N)C